3-(4-bromophenyl)-1-[(4-methoxyphenyl)methyl]piperidine-2,6-dione BrC1=CC=C(C=C1)C1C(N(C(CC1)=O)CC1=CC=C(C=C1)OC)=O